Dodecyl-benzenesulfonic acid ammonium salt [NH4+].C(CCCCCCCCCCC)C1=C(C=CC=C1)S(=O)(=O)[O-]